CNC(C(C(=O)OC(C)(C)C)C1=C(C=C(C=C1)C1=CC(=C(C=C1)F)F)F)=O tert-butyl 3-(methylamino)-3-oxo-2-(3,3',4'-trifluoro-[1,1'-biphenyl]-4-yl)propanoate